2-(1,3,4-thiadiazol-2-yl)benzo[d]isothiazol-3(2H)-one S1C(=NN=C1)N1SC2=C(C1=O)C=CC=C2